(1-benzyl-1H-1,2,3-triazol-4-yl)[(methylsulfonyl)oxy]acetic acid ethyl ester C(C)OC(C(OS(=O)(=O)C)C=1N=NN(C1)CC1=CC=CC=C1)=O